BrC1=C(C=C2C(=CC(=NC2=C1O[C@@H](C)C1=CC=CC=C1)SCC)OC1CN(C1)C(=O)OC(C)(C)C)I tert-butyl 3-({7-bromo-2-(ethylsulfanyl)-6-iodo-8-[(1S)-1-phenylethoxy]quinolin-4-yl}oxy)azetidine-1-carboxylate